5,8-dihydroquinazolin-7(6H)-one N1=CN=CC=2CCC(CC12)=O